(6-(3-(tert-Butyl)phenoxy)-2-azaspiro[3.3]heptan-2-yl)((1s,3s)-3-hydroxy-3-methylcyclobutyl)methanon C(C)(C)(C)C=1C=C(OC2CC3(CN(C3)C(=O)C3CC(C3)(C)O)C2)C=CC1